COC(=O)C1=C2C(=NC=C1)C=CS2 thieno[3,2-b]pyridine-7-carboxylic acid methyl ester